N-(n-octyl)phosphoric acid triamide C(CCCCCCC)NP(N)(N)=O